C1(CC1)COC1=CC(=C2C(NC(=NC2=C1)CS[C@@H]1CC[C@H](CC1)O)=O)F 7-(Cyclopropylmethoxy)-5-fluoro-2-(((trans-4-hydroxycyclohexyl)thio)methyl)quinazolin-4(3H)-one